2-(imidazo[2,1-b]thiazol-6-yl)-N-[4-(5-methoxy-2-methyl-1H-indol-3-yl)thiazol-2-yl]acetamide S1C=2N(C=C1)C=C(N2)CC(=O)NC=2SC=C(N2)C2=C(NC1=CC=C(C=C21)OC)C